[O-2].[Mn+2].[Al] aluminum manganous oxide